C1(=CC=CC=C1)[C@H](C)NC(OCC1=CC=CC=C1)=O (S)-Benzyl (1-phenylethyl)carbamate